Methyl 2-((S)-2-((((3-chlorobenzyl)oxy)carbonyl)amino)-3-cyclohexylpropanamido)-3-(2-oxo-1-azaspiro[4.5]decan-3-yl)propanoate ClC=1C=C(COC(=O)N[C@H](C(=O)NC(C(=O)OC)CC2C(NC3(C2)CCCCC3)=O)CC3CCCCC3)C=CC1